OCC(C)(C)NC1=NC(=C(C(=O)NC2=CC(=CC=C2)N2CCCC2)C=C1)N1CCC2(CC2)CC1 6-((1-hydroxy-2-methylpropan-2-yl)amino)-N-(3-(pyrrolidin-1-yl)phenyl)-2-(6-azaspiro[2.5]octan-6-yl)nicotinamide